C(C)N(CCC1=CNC2=NC=C(C=C21)C)C N-ethyl-N-methyl-2-(5-methyl-1H-pyrrolo[2,3-B]pyridin-3-yl)ethan-1-amine